FC(C=1OC(=NN1)C=1SC(=CC1)SC1=NC(=NS1)C1=CC=CC=C1)F 2-(Difluoromethyl)-5-(5-((3-phenyl-1,2,4-thiadiazol-5-yl)thio)thiophen-2-yl)-1,3,4-oxadiazole